1-(3-acetylphenyl)-3-(3-(2-methoxyethyl)-4-oxo-5-phenyl-3,4-dihydroquinazolin-6-yl)urea C(C)(=O)C=1C=C(C=CC1)NC(=O)NC=1C(=C2C(N(C=NC2=CC1)CCOC)=O)C1=CC=CC=C1